C(C)(C)(C)OC(=O)N1C[C@@](CC1)(C1=C(C(=C(C=C1)C)Cl)Cl)N tert-butyl-(R)-3-amino-3-(2,3-dichloro-4-tolyl)-1-pyrrolidinecarboxylate